C(C)P(CCCCCCCC)CCCCCCCC ethyl-di-(1-octyl)phosphine